NC1=NN2C(C=C(C=C2)C=2C=C(C(=NC2C)OC)C(=O)NCC2=C(C=CC=C2)OCC2CC2)=N1 5-{2-amino-[1,2,4]triazolo-[1,5-a]pyridin-7-yl}-N-{[2-(cyclopropylmethoxy)-phenyl]methyl}-2-methoxy-6-methylpyridine-3-carboxamide